1'-(2,6-difluoro-4-(phenylethynyl)phenyl)-5'-(1-methyl-1H-pyrazol-3-yl)spiro[cyclopropane-1,3'-imidazo[1,2-a]imidazol]-2'(1'H)-one FC1=C(C(=CC(=C1)C#CC1=CC=CC=C1)F)N1C=2N(C3(C1=O)CC3)C(=CN2)C2=NN(C=C2)C